CC(CCOC(C(CC)=O)=O)CCC=C(C)C.NCCNCCC[Si](OCC)(OCC)OCC 3-(2-aminoethyl)aminopropyltriethoxysilane 3,7-dimethyl-6-octenyl-2-oxobutyrate